5-hydroxy-1-(2-methoxybenzyl)-N-methyl-2-oxo-2,3-dihydro-1H-benzo[b]azepine-4-carboxamide OC=1C2=C(N(C(CC1C(=O)NC)=O)CC1=C(C=CC=C1)OC)C=CC=C2